CC=1C=C(CNC(OC(C)(C)C)=O)C=CC1B1OC(C(O1)(C)C)(C)C tert-butyl (3-methyl-4-(4,4,5,5-tetramethyl-1,3,2-dioxaborolan-2-yl)benzyl)carbamate